C(#N)C1=CN(C2=CC=C(C=C12)N1N=CC=C1)C(C)C 1-(3-cyano-1-isopropyl-1H-indol-5-yl)-1H-pyrazole